CC1=NC(=CC(=C1)C[C@@H]1N(CCC1)C1=CC(=CC(N1)=O)N1CCOCC1)C 6-[(2R)-2-[(2,6-dimethyl-4-pyridyl)methyl]pyrrolidin-1-yl]-4-morpholino-1H-pyridin-2-one